FC1=C(C(=C(C(=C1F)NCC1=CC=C(C=C1)OC)F)F)S(=O)(=O)NC1=CC=C(C=C1)C(=O)C1=CC=C2C(=CC=CN12)C1=CC2=C(N(C=N2)C)C=C1C(F)(F)F 2,3,5,6-tetrafluoro-4-((4-methoxybenzyl)amino)-N-(4-(8-(1-methyl-6-(trifluoromethyl)-1H-benzo[d]imidazol-5-yl)indolizine-3-carbonyl)phenyl)benzenesulfonamide